C(N)(=O)N1C=CC2=C(C=CC=C12)C1CC(CC1)NC(OC(C)(C)C)=O tert-butyl (3-(1-carbamoyl-1H-indol-4-yl)cyclopentyl)carbamate